O[C@@H]1C[C@H](N(C1)C(=O)OC(C)(C)C)C(N[C@@H](CO)C1=CC=C(C=C1)C1=C(N=CS1)C)=O tert-Butyl (2S,4R)-4-hydroxy-2-({(1R)-2-hydroxy-1-[4-(4-methyl-1,3-thiazol-5-yl)phenyl]ethyl}carbamoyl)pyrrolidine-1-carboxylate